BrC=1C=C(C=C2C=NN(C12)COCC[Si](C)(C)C)S(=O)(=O)CC(C)(C)C 2-[[7-bromo-5-(2,2-dimethylpropylsulfonyl)indazol-1-yl]methoxy]ethyl-trimethyl-silane